[Na+].OC(C)(C)S(=O)(=O)[O-] 2-hydroxy-2-propanesulfonic acid, sodium salt